(1-(4-methylthiophene-2-yl)cyclopropyl)methylamine CC=1C=C(SC1)C1(CC1)CN